COC(C(CCC=C)CCC=C)=O 2-(3-buten-1-yl)-5-hexenoic acid methyl ester